4-((2S,5S)-2-((difluoromethoxy)methyl)-5-(4-(trifluoromethyl)phenoxy)piperidin-1-yl)benzoic acid FC(OC[C@H]1N(C[C@H](CC1)OC1=CC=C(C=C1)C(F)(F)F)C1=CC=C(C(=O)O)C=C1)F